FC1(CC2(CC(C2)NC(=O)C2=NC(=NC=C2)C2=CN=CN2C)C1)F N-(6,6-difluorospiro[3.3]heptan-2-yl)-2-(1-methyl-1H-imidazol-5-yl)pyrimidine-4-carboxamide